C1(=CC=CC=C1)C1=C(C=CC=C1)[O-].CC1=NC2=C(C=CC=C2C=C1)C(=O)[O-].CC1=NC2=C(C=CC=C2C=C1)C(=O)[O-].[Al+3].CC1CC(CCC1)C(=O)NC=1SC2=C(N1)C(=CC=C2)C 3-methyl-N-(4-methyl-1,3-benzothiazol-2-yl)cyclohexane-1-carboxamide aluminum(III) bis(2-methyl-8-quinolinate) phenylphenolate